(1S,3S)-3-((6-(5-(((4-cyclobutylpyrimidine-2-yl)oxy)methyl)-1-methyl-1H-1,2,3-triazol-4-yl)-2-cyclopropylpyridin-3-yl)oxy)cyclohexane-1-Formic acid C1(CCC1)C1=NC(=NC=C1)OCC1=C(N=NN1C)C1=CC=C(C(=N1)C1CC1)O[C@@H]1C[C@H](CCC1)C(=O)O